4-bromo-2-fluoro-5-(2-methoxyphenoxy)aniline (1r,2s,5r)-2-isopropyl-5-methylcyclohexyl-4-benzamido-3-bromobenzoate C(C)(C)[C@H]1[C@@H](C[C@@H](CC1)C)OC(C1=CC(=C(C=C1)NC(C1=CC=CC=C1)=O)Br)=O.BrC1=CC(=C(N)C=C1OC1=C(C=CC=C1)OC)F